(S)-N-(5-(2,4-difluorophenoxy)pyrazin-2-yl)-2-(4-(4-(hydroxymethyl)-6-oxo-1,6-dihydropyridine-3-carbonyl)-3,3-dimethylpiperazin-1-yl)propanamide FC1=C(OC=2N=CC(=NC2)NC([C@H](C)N2CC(N(CC2)C(=O)C2=CNC(C=C2CO)=O)(C)C)=O)C=CC(=C1)F